Methyl (2R,4R)-4-amino-1-isobutyrylpyrrolidine-2-carboxylate N[C@@H]1C[C@@H](N(C1)C(C(C)C)=O)C(=O)OC